5-(1-benzyl-5-methyl-1,4,5,6-tetrahydro-pyridin-3-yl)-2-chloro-phenyl-amine C(C1=CC=CC=C1)N1C=C(CC(C1)C)C=1C=CC(=C(C1)N)Cl